CN1N=C(C2=CC=CC(=C12)C1CCN(CC1)CC1=CC(=CC=C1)C1=CC=2C(=C(N=NC2N[C@H](C)C2=C(C(=CC=C2)C(F)(F)F)C)C)C=N1)C1C(NC(CC1)=O)=O 3-(1-methyl-7-(1-(3-(4-methyl-1-(((R)-1-(2-methyl-3-(trifluoromethyl)phenyl)-ethyl)amino)pyrido[3,4-d]pyridazin-7-yl)benzyl)piperidin-4-yl)-1H-indazol-3-yl)piperidine-2,6-dione